NC1=CC=C(C=C1)C=1C=NC=CC1 3-(4-aminophenyl)pyridine